(3-cyclohexyl-4-(((S)-pyrrolidin-3-yl)oxy)phenyl)(4-(3-fluoro-5-(2,7-diazaspiro[4.4]nonan-2-yl)phenoxy)piperidin-1-yl)methanone C1(CCCCC1)C=1C=C(C=CC1O[C@@H]1CNCC1)C(=O)N1CCC(CC1)OC1=CC(=CC(=C1)N1CC2(CC1)CNCC2)F